C1OCC12CCC(CC2)OC2=C1C(=NC(=C2)Cl)C2(OCC1)COCC2 4'-(2-Oxaspiro[3.5]nonan-7-yloxy)-2'-chloro-4,5,5',6'-tetrahydro-2H-spiro[furan-3,8'-pyrano[3,4-b]pyridine]